Cl.N1C(=NCC1)COC=1C(=C(C=CC1)N(S(=O)(=O)C(C)C)C)CC(C)C N-(3-((4,5-dihydro-1H-imidazol-2-yl)methoxy)-2-isobutylphenyl)-N-methylpropane-2-sulfonamide hydrochloride